2-hydroxy-4-oxo-pyrido[1,2-a]pyrimidine-3-carboxylic acid ethyl ester C(C)OC(=O)C1=C(N=C2N(C1=O)C=CC=C2)O